Phenylethyl benzoate C(C1=CC=CC=C1)(=O)OCCC1=CC=CC=C1